ClC1=NNC=C1C1=CC=C2C(=N1)N(C=C2C(=O)C2COC1=CC=C(C=C1C2)OC)CCO [6-(3-Chloro-1H-pyrazol-4-yl)-1-(2-hydroxyethyl)pyrrolo[2,3-b]pyridin-3-yl]-(6-methoxychroman-3-yl)methanone